6,8-dihydro-5H-pyrido[2,3-d]Pyrimidine-7-one N1=CN=CC2=C1NC(CC2)=O